CC=C(CC[C@@H](C)[C@H]1CC[C@H]2[C@@H]3CC=C4CCCC[C@]4(C)[C@H]3CC[C@]12C)C(C)C stigmast-5,24(28)-diene